NC=1C=2N(C3=CC(=C(C=C3N1)Cl)C(=O)N([C@H]1COCC3=NC(=CC=C31)C(F)(F)F)C)C=NC2 (R)-4-amino-7-chloro-N-methyl-N-(2-(trifluoromethyl)-5,8-dihydro-6H-pyrano[3,4-b]pyridin-5-yl)imidazo[1,5-a]quinoxaline-8-carboxamide